ClC1=C(N=C2N(C1=O)C=C(N=C2C2=C(C=C(C(=C2)F)F)F)[C@H]2C[C@@H](OCC2)C=2C=NN(C2)C)C 3-chloro-2-methyl-7-((2R,4R)-2-(1-methyl-1H-pyrazol-4-yl)tetrahydro-2H-pyran-4-yl)-9-(2,4,5-trifluorophenyl)-4H-pyrazino[1,2-a]pyrimidin-4-one